BrC=1C(=NC=C(C1)Br)C#N 3,5-dibromopicolinonitrile